2-Chloro-3,3-dimethylcyclopent-1-ene-1-carbaldehyde ClC1=C(CCC1(C)C)C=O